C(C)OC(=O)C=1C=NN(C1C1(CC1)F)C 5-(1-fluorocyclopropyl)-1-methyl-1H-pyrazole-4-carboxylic acid ethyl ester